C(C)C(=CCC(=O)O)CCCC 4-ethyl-oct-3-enoic acid